11b,21-dihydroxypregn-4-ene-3,18,20-trione O[C@@H]1[C@@H]2[C@]3(CCC(C=C3CC[C@H]2[C@@H]2CC[C@H](C(CO)=O)[C@]2(C1)C=O)=O)C